(S)-N-(4-cyclobutyl-3-(difluoro(phenyl)methyl)-1-methyl-1H-pyrazol-5-yl)-2-(2,2,3,3-tetrafluorocyclobutyl)acetamide C1(CCC1)C=1C(=NN(C1NC(C[C@@H]1C(C(C1)(F)F)(F)F)=O)C)C(C1=CC=CC=C1)(F)F